N-(1,2,2,6,6-pentamethyl-4-piperidyl)-n-dodecylsuccinimide CN1C(CC(CC1(C)C)N1C(C(CC1=O)CCCCCCCCCCCC)=O)(C)C